N,N,N'-trimethyl ethylenediamine tert-butyl ((7-cyano-4-(4-(trifluoromethoxy)phenyl)benzo[d]thiazol-6-yl)methyl)carbamate C(#N)C1=C(C=C(C=2N=CSC21)C2=CC=C(C=C2)OC(F)(F)F)CNC(OC(C)(C)C)=O.CN(CCNC)C